3,3-difluoro-1-(5-(9-phenyl-8,9-dihydro-6H-pyrido[3',2':4,5]imidazo[2,1-c][1,4]oxazin-2-yl)pyrimidin-2-yl)piperidin-4-ol methyl-4-allyltetrahydro-2H-thiopyran-4-carboxylate CC1SCCC(C1)(C(=O)OC1C(CN(CC1)C1=NC=C(C=N1)C=1C=CC=2N=C3COCC(N3C2N1)C1=CC=CC=C1)(F)F)CC=C